FC1=CC2=C(NN(C=C(C2)C2CCN(CC2)C)CC2=CC=C(C=C2)CC(C)(C)O)C=C1 7-fluoro-2-[[4-(2-hydroxy-2-methylpropyl)phenyl]methyl]-4-(1-methylpiperidine-4-yl)-1,5-dihydro-4,5-benzodiazepine